cetylpyridine Chloride methyl-(S)-2-((7-methyl-2-(2,3,6-trifluoro-4-(methylcarbamoyl)-phenyl)imidazo[1,2-a]pyridin-3-yl)methyl)morpholine-4-carboxylate COC(=O)N1C[C@@H](OCC1)CC1=C(N=C2N1C=CC(=C2)C)C2=C(C(=C(C=C2F)C(NC)=O)F)F.[Cl-].C(CCCCCCCCCCCCCCC)C2=NC=CC=C2